OC=1C=CC=C2NC=C(C[C@H](N)C(=O)O)C12 4-hydroxy-tryptophan